CN1N=C(C=C1)C=1C=C(C=CC1)C1=NC(=NC(=C1C(=O)OCC)NC1=CC=NC=C1)N1CCOCC1 ethyl 4-[3-(1-methylpyrazol-3-yl)phenyl]-2-morpholino-6-(4-pyridylamino)pyrimidine-5-carboxylate